tert-butyl (2S)-2-{[(tert-butyldiphenylsilyl)oxy]methyl}-4-hydroxypyrrolidine-1-carboxylate [Si](C1=CC=CC=C1)(C1=CC=CC=C1)(C(C)(C)C)OC[C@H]1N(CC(C1)O)C(=O)OC(C)(C)C